α-methyl-Cinnamaldehyde CC(C=O)=CC1=CC=CC=C1